tert-Butyl (2-chloro-7-((3aS,4R,6R,6aR)-6-(hydroxymethyl)-2,2-dimethyltetrahydrofuro[3,4-d][1,3]dioxol-4-yl)pyrrolo[2,1-f][1,2,4]triazin-4-yl)(cyclopentyl)carbamate ClC1=NN2C(C(=N1)N(C(OC(C)(C)C)=O)C1CCCC1)=CC=C2[C@H]2O[C@@H]([C@H]1OC(O[C@H]12)(C)C)CO